C1=CC=CC=2C3=CC=CC=C3N(C12)C1=C(C(=C(C=C1C#N)C1=CC=CC=C1)N1C2=CC=CC=C2C=2C=CC=CC12)C#N bis(carbazol-9-yl)-[1,1'-biphenyl]-3,5-dinitrile